C1(CCCCC1)CNC(=O)C1=NC(=NC(=C1O)O)C (cyclohexylmethyl)-5,6-dihydroxy-2-methylpyrimidine-4-carboxamide